(E)-1-[4-[(1-Tert-butylpiperidin-4-yl)methoxy]-2-methylphenyl]-3-(4-hydroxy-3-methylphenyl)prop-2-en-1-one C(C)(C)(C)N1CCC(CC1)COC1=CC(=C(C=C1)C(\C=C\C1=CC(=C(C=C1)O)C)=O)C